2,3-dimethylcyclopentyl-dimethoxy-borane CC1C(CCC1C)B(OC)OC